C1(=C(C=CC=C1)C1=C2C(=CC=C1)N=C1C=CC3=C4C=CC=CC4=NC3=C12)C=1C(=CC=CC1)C1=CC=CC=C1 (terphenylyl)indolocarbazole